3-nitropyridine-2,5-diamine [N+](=O)([O-])C=1C(=NC=C(C1)N)N